sec-butylamino-cyclohexane C(C)(CC)NC1CCCCC1